[3-(dimethylamino) propyl]-4-{3-[(2-ethyl-1-oxohexyl) oxy] propyl}-11-methyl-6-oxo-7,11-diaza-5-oxadodec-1-yl 2-ethylhexanoate C(C)C(C(=O)OCCCC(OC(NCCCN(CCCCN(C)C)C)=O)CCCOC(C(CCCC)CC)=O)CCCC